FC=1C=C(C=CC1N1CCOCC1)[C@@H]([C@H](C(=O)OCC1=CC=CC=C1)O)O Benzyl (2R,3S)-3-[3-fluoro-4-(morpholin-4-yl)phenyl]-2,3-dihydroxypropanoate